C(C1=CC=CC=C1)C1=CN=C(S1)C(=O)N[C@@H]1C(N(C2=C(O[C@@H]1C)C=CC=N2)C)=O 5-benzyl-N-((2R,3S)-2,5-dimethyl-4-oxo-2,3,4,5-tetrahydropyrido[3,2-b][1,4]oxazepin-3-yl)thiazole-2-carboxamide